NC1=NC=CC2=C(C=CC=C12)N1N=CC(=C1C(F)(F)F)C(=O)NC=1C=NC(=C(C1)Cl)N1N=CC=N1 1-(1-aminoisoquinolin-5-yl)-N-(5-chloro-6-(2H-1,2,3-triazol-2-yl)pyridin-3-yl)-5-(trifluoromethyl)-1H-pyrazole-4-carboxamide